C(C)(=O)OC=1C(=C(C2=C(CCC(O2)(CCCC(CCCC(CCCC(C)C)C)C)C)C1C)C)C 2,5,7,8-tetramethyl-2-(4,8,12-trimethyltridecyl)-3,4-dihydro-2H-1-benzopyran-6-yl acetate